FC(C(F)(F)F)(C1=NC=2C=3N(C=CC2C(=C1)C(F)(F)F)C=C(C3)C(=O)OCC)F ethyl 2-(perfluoroethyl)-4-(trifluoromethyl)pyrrolo[1,2-h][1,7]naphthyridine-9-carboxylate